C(C1=CC=CC=C1)OC(=O)NC=1C(=NOC1C)C1[C@H]2CN(C[C@@H]12)C(=O)OC(C)(C)C tert-butyl (1R,5S,6r)-6-(4-{[(benzyloxy)carbonyl]amino}-5-methyl-1,2-oxazol-3-yl)-3-azabicyclo[3.1.0]hexane-3-carboxylate